C(C)S(=O)(=O)NCCCN(CCCCCCCC(=O)OCCC(CCCC)CCCC)CCCCCCCC(OCCC(CCCCC)CCCCC)=O 3-Butylheptyl 8-((3-(ethylsulfonamido)propyl)(8-oxo-8-((3-pentyloctyl)oxy)octyl)amino)octanoate